[N+](=O)([O-])C1=C(C=C2C(=NN(C2=C1)C(C1=CC=CC=C1)(C1=CC=CC=C1)C1=CC=CC=C1)C1=CC=NC=C1)C=CC(=O)O 3-(6-nitro-3-(pyridin-4-yl)-1-trityl-1H-indazol-5-yl)acrylic acid